C(CCC)N(CCCC)C(C[SiH3])N(CCCC)CCCC Bis(dibutylamino)ethyl-silane